4-(2-(2,2,3,3,3-pentafluoropropyl)piperazin-1-yl)benzoate FC(CC1N(CCNC1)C1=CC=C(C(=O)[O-])C=C1)(C(F)(F)F)F